C(C)(C)(C)C1[C@](N(CC[C@@]1(C(=O)O)CC1=NC(=C(C=C1)F)Cl)C(=O)O)(C)C(C)(C)C Di-tert-butyl-(2R,4R)-4-((6-chloro-5-fluoropyridin-2-yl)methyl)-2-methylpiperidine-1,4-dicarboxylic acid